NC=1NC(C=2N=CN(C2N1)[C@@H]1C([C@@H]([C@H](C1)O)CO)=C)=O 2-amino-1,9-dihydro-9-[(1S,3R,4S)-4-hydroxy-3-(hydroxymethyl)-2-methylenecyclopentyl]-6H-purin-6-one